NC1(CN(CCC1)C=1C=NC(=CC1CO)C1=C(C=C(C(=C1)F)F)F)C(C(F)F)O 1-(3-amino-1-(4-(hydroxymethyl)-6-(2,4,5-trifluorophenyl)pyridin-3-yl)piperidin-3-yl)-2,2-difluoroethan-1-ol